C(CCCCC\C=C\CCC)=O (E)-7-undecenal